C1(CC1)NC(=O)C1=NC(=C(C=C1)N1CCNCC1)F N-cyclopropyl-6-fluoro-5-(piperazin-1-yl)pyridinecarboxamide